C(C)NC1=C2C(=NC=C1C#N)NC=N2 7-(ethylamino)-3H-imidazo[4,5-b]pyridine-6-carbonitrile